2,6-dihydroxy-4-aminobenzoic acid OC1=C(C(=O)O)C(=CC(=C1)N)O